C[C@@H]1C[C@@H](NCC1)C1=CC=CC=C1 |r| rac-(2R,4S)-4-Methyl-2-phenyl-piperidine